CC=1C(=NC=CC1)C1CN(CCO1)C(=O)OC(C)(C)C Tert-butyl 2-(3-methylpyridin-2-yl)morpholin-4-carboxylate